C[C@H](CO)C1=CC2=C(C=C1)C=C(C=C2)OC The molecule is an aromatic ether in which the substituents on oxygen are 6-[(2S)-1-hydroxypropan-2-yl]-2-naphthyl and methyl. It has a role as a non-steroidal anti-inflammatory drug, a non-narcotic analgesic and an antipyretic.